C(C)(=O)C1=CC=C(C(=C1/C=C/C(=O)O)F)Cl (E)-3-(6-acetyl-3-chloro-2-fluoro-phenyl)-acrylic acid